4-(3-isopropyl-5-(1-(oxetan-3-yl)piperidin-4-yl)-1H-indol-2-yl)-2-methyl-2,5,6,7-tetrahydro-1H-cyclopenta[c]pyridin-1-one C(C)(C)C1=C(NC2=CC=C(C=C12)C1CCN(CC1)C1COC1)C=1C2=C(C(N(C1)C)=O)CCC2